O=C(C(=O)O)NC1=CC=C(C=C1)CCC1=CC=C(C=C1)C(F)(F)F 2-Oxo-2-((4-(4-(trifluoromethyl)phenethyl)phenyl)amino)acetic acid